3,3-bis(3-tert-butyl-4-hydroxyphenyl)butyrate C(C)(C)(C)C=1C=C(C=CC1O)C(CC(=O)[O-])(C)C1=CC(=C(C=C1)O)C(C)(C)C